Cl.O1N=C(N=C1)C(=O)N 1,2,4-oxadiazol-3-carboxamide hydrochloride